NCCNCCNCCC[Si](OC)(OC)OC 3-[2-(2-aminoethylamino)ethylamino]propyltrimethoxysilane